[O-]CCC.[O-]CCC.[O-]CCC.[O-]CCC.[Zr+4] zirconium(IV) tetrapropoxide